tert-butyl (S)-(4-(1-cyclobutyl-5-oxopiperazin-2-yl)phenyl)carbamate C1(CCC1)N1[C@H](CNC(C1)=O)C1=CC=C(C=C1)NC(OC(C)(C)C)=O